ClC1=C(C2=C(N=N1)N(CCC2)[C@H]2[C@@H](CCCC2)O)C (1R,2R)-2-(3-chloro-4-methyl-6,7-dihydropyrido[2,3-C]pyridazin-8(5H)-yl)cyclohexan-1-ol